N-isopropyl-N-allyl-tryptamine C(C)(C)N(CCC1=CNC2=CC=CC=C12)CC=C